FC=1C=2N(C=CC1)N=C(C2)[C@H]2N(CCC1=C2N=CN1)C=1OC(=NN1)C=1C(=NC=CC1)C (S)-2-(4-(4-fluoropyrazolo[1,5-a]pyridin-2-yl)-1,4,6,7-tetrahydro-5H-imidazo[4,5-c]pyridin-5-yl)-5-(2-methylpyridin-3-yl)-1,3,4-oxadiazole